1-[(oxan-2-yloxy)methyl]isoquinoline-6-carboxylic acid O1C(CCCC1)OCC1=NC=CC2=CC(=CC=C12)C(=O)O